NCCCCCC(=O)NCCCOC1=CC(=CC=C1)[C@@H](C(N[C@H](CCCN\C(=N/C(NCCNC(CC)=O)=O)\N)C(NCC1=CC=C(C=C1)O)=O)=O)N1CC2=CC=CC=C2C1 6-Amino-N-(3-(3-((1S,4R,Z)-9-amino-4-((4-hydroxybenzyl)carbamoyl)-1-(isoindolin-2-yl)-2,11,16-trioxo-3,8,10,12,15-pentaazaoctadec-9-en-1-yl)phenoxy)propyl)hexanamide